C(C)(C)N1N=C(C2=NC(=CC(=C21)NCC=2C=NN(C2)C)C2=C(N=CO2)C)C 1-isopropyl-3-methyl-N-((1-methyl-1H-pyrazol-4-yl)methyl)-5-(4-methyl-oxazol-5-yl)-1H-pyrazolo[4,3-b]Pyridin-7-amine